C1(C=CC(N1C=1C=C(C=CC1)C(CC1=CC(=CC=C1)CC(C)C1=CC(=CC=C1)N1C(C=CC1=O)=O)C)=O)=O 1,3-bis[2-(3-maleimidophenyl)propyl]benzene